O[C@@]1(C(N(CC1)C)=O)C1=CC(=NO1)C=1C=C(C=CC1)N1N=C(C2=CC=CC=C12)C(=O)N (R)-1-(3-(5-(3-hydroxy-1-methyl-2-oxopyrrolidin-3-yl)isoxazol-3-yl)phenyl)-1H-indazole-3-carboxamide